FC1=C(C=CC=C1F)C(C)C=1C2=C(C(N(C1)C)=O)N(C(=C2)C=2C=NN(C2)C2COC2)S(=O)(=O)C2=CC=C(C)C=C2 4-(1-(2,3-difluorophenyl)ethyl)-6-methyl-2-(1-(oxetan-3-yl)-1H-pyrazol-4-yl)-1-tosyl-1,6-dihydro-7H-pyrrolo[2,3-c]pyridin-7-one